ClC=1C=C2C(CC(OC2=CC1Cl)C(=O)O)=O 6,7-Dichloro-4-oxochroman-2-carboxylic acid